CC1(OB(OC1(C)C)C1=C2C=CC(=CC2=CC=C1)C(=O)OC)C methyl 5-(4,4,5,5-tetramethyl-1,3,2-dioxaborolan-2-yl)naphthalene-2-carboxylate